2,4,6-trichloro-3-(1,3-dioxan-2-yl)pyridine ClC1=NC(=CC(=C1C1OCCCO1)Cl)Cl